(S)-methyl 2-amino-2-cyclopropylacetate Hydrochloride Cl.N[C@H](C(=O)OC)C1CC1